CS(=O)(=O)C1=CC=C(C=C1)NC=1N=CC=2C(N1)=NN(C2)C2CCOCC2 N-(4-(methylsulfonyl)phenyl)-2-(tetrahydro-2H-pyran-4-yl)-2H-pyrazolo[3,4-d]pyrimidin-6-amine